(R)-1-(2,5-difluoro-pyridin-3-yl)ethyl (4-(5-((4-cyano-3-(trifluoromethyl)-phenyl)carbamoyl)-pyridin-2-yl)-1-methyl-1H-1,2,3-triazol-5-yl)-carbamate C(#N)C1=C(C=C(C=C1)NC(=O)C=1C=CC(=NC1)C=1N=NN(C1NC(O[C@H](C)C=1C(=NC=C(C1)F)F)=O)C)C(F)(F)F